[4-(6-Amino-pyridazin-3-yl)-piperidin-1-yl]-[5-(4-isopropoxy-phenyl)-4-methoxy-pyridin-2-yl]-methanone NC1=CC=C(N=N1)C1CCN(CC1)C(=O)C1=NC=C(C(=C1)OC)C1=CC=C(C=C1)OC(C)C